N1C(=[NH+]C=C1)S(=O)(=O)[O-] Imidazolium-Sulfonat